ClC1=C(C=C(C=C1)N1N=CN=C1CNC(OC(C)(C)C)=O)F tert-butyl N-{[1-(4-chloro-3-fluorophenyl)-1H-1,2,4-triazol-5-yl]methyl}carbamate